delta-Amino-N-Valeric Acid C(CCN)CC(=O)O